C1(=CC=CC=C1)C1=NC(=NC(=N1)C1=CC=CC=C1)C1=C(C=C(C=C1)OCCCCCC)O 2-(4,6-diphenyl-1,3,5-triazin-2-yl)-5-(hexyloxy)phenol